C(C)(C)C1=C(C=C(C=C1O)C=1OC=C(C1)C1=CC=CC=C1)O 2-isopropyl-5-(4-phenylfuran-2-yl)benzene-1,3-diol